2-(3-(t-butoxycarbonyl)-2-methoxyphenyl)acetic acid C(C)(C)(C)OC(=O)C=1C(=C(C=CC1)CC(=O)O)OC